trioctylphenyl ether C(CCCCCCC)C1=C(C(=C(C=C1)OC1=C(C(=C(C=C1)CCCCCCCC)CCCCCCCC)CCCCCCCC)CCCCCCCC)CCCCCCCC